2-(4-(5-chloro-2-(4-chloro-1H-1,2,3-triazol-1-yl)phenyl)-2,5-dioxopiperazin-1-yl)-3-(3,3-difluoroazetidin-1-yl)-N-(2-methyl-2H-indazol-5-yl)propanamide ClC=1C=CC(=C(C1)N1CC(N(CC1=O)C(C(=O)NC1=CC2=CN(N=C2C=C1)C)CN1CC(C1)(F)F)=O)N1N=NC(=C1)Cl